P(=O)([O-])([O-])[O-].[Mg+2].O=C1C(O)=C(O)[C@H](O1)[C@@H](O)CO.P(=O)([O-])([O-])[O-].[Mg+2].[Mg+2] L-ascorbic acid magnesium phosphate